(+/-)-4-[8-(2-fluorophenyl)-1,4-dioxa-9-azaspiro[4.6]undecan-9-yl]-6-methyl-pyrimidin-2-amine FC1=C(C=CC=C1)[C@H]1CCC2(OCCO2)CCN1C1=NC(=NC(=C1)C)N |r|